C(C1=CC=CC=C1)N1NCC2=C(C=CC=C12)C=1C(=C(C(=O)N)C=C(C1)CNC(=O)C1CC1)Cl (1-benzyl-2H-indazol-4-yl)-2-chloro-5-{[(cyclopropylcarbonyl)amino]methyl}benzamide